FC1=C(OCCOCCNC(OC(C)(C)C)=O)C=C(C=C1)CC(=O)NC=1SC(=C(N1)C=1C=C2CCNC2=CC1)C tert-butyl 2-(2-(2-fluoro-5-(2-(4-(indolin-5-yl)-5-methylthiazol-2-ylamino)-2-oxoethyl)phenoxy)ethoxy)ethylcarbamate